ClC1=CC=C(C=C1)C1=CC(=CN=N1)C(=O)O 6-(4-chlorophenyl)pyridazine-4-carboxylic acid